Chloromethylsulfanylbenzene ClCSC1=CC=CC=C1